CCC(N1C=C(N=N1)CN(CC2=CN(N=N2)C(CC)O)CC3=CN(N=N3)C(CC)O)O tris[(1-hydroxypropyl-1H-1,2,3-triazol-4-yl)methyl]amine